ethyl 7-bromo-5-methyl-4-oxo-4,5-dihydro-2H-pyrrolo[3,4-c]pyridine-1-carboxylate BrC=1C=2C(C(N(C1)C)=O)=CNC2C(=O)OCC